COC=1C=C(C=C(C1)OC1=C2C(=NC=C1)C=CS2)NC(C)=O N-(3-methoxy-5-(thieno[3,2-b]pyridin-7-yloxy)phenyl)acetamide